2-cyanoacetyl chloride C(#N)CC(=O)Cl